Cl.Cl.C12(CC(C1)C2)NN Bicyclo[1.1.1]pentan-1-ylhydrazine dihydrochloride